N-[trans-4-[[4-[3-(2,6-dioxo-3-piperidyl)-1-methyl-indazol-6-yl]piperazin-1-yl]methyl]cyclohexyl]-3-fluoro-4-[4-(4-oxo-1,5,6,7-tetrahydropyrrolo[3,2-c]pyridin-2-yl)-2-pyridyl]benzamide O=C1NC(CCC1C1=NN(C2=CC(=CC=C12)N1CCN(CC1)C[C@@H]1CC[C@H](CC1)NC(C1=CC(=C(C=C1)C1=NC=CC(=C1)C1=CC=2C(NCCC2N1)=O)F)=O)C)=O